(8-(methylamino)-5-(5-((1-(tetrahydrofuran-3-yl)azetidin-3-yl)oxy)benzo[d]oxazol-2-yl)-2,7-naphthyridin-3-yl)cyclopropanecarboxamide CNC=1N=CC(=C2C=C(N=CC12)C1(CC1)C(=O)N)C=1OC2=C(N1)C=C(C=C2)OC2CN(C2)C2COCC2